N-((6S,7S)-5-((S)-3,3-difluoro-2-hydroxy-2-methyl-propanoyl)-6-((2-fluoro-[1,1'-biphenyl]-3-yl)methyl)-5-azaspiro[2.4]heptan-7-yl)-1-fluoromethanesulfonamide FC([C@@](C(=O)N1CC2(CC2)[C@@H]([C@@H]1CC=1C(=C(C=CC1)C1=CC=CC=C1)F)NS(=O)(=O)CF)(C)O)F